4-cyclopentyl-N2-(1-(methylsulfonyl)piperidin-4-yl)-5-(trifluoromethyl)pyrimidine-2,4-diamine C1(CCCC1)C1(NC(=NC=C1C(F)(F)F)NC1CCN(CC1)S(=O)(=O)C)N